(R)-1-(3-phenoxyphenyl)propan-2-amine O(C1=CC=CC=C1)C=1C=C(C=CC1)C[C@@H](C)N